2-(chloromethyl)-6-fluoro-3-iodo-1-(tetrahydrofuran-3-yl)quinolin-4(1H)-one ClCC=1N(C2=CC=C(C=C2C(C1I)=O)F)C1COCC1